BrC1=NNC(=N1)NCC1=CC=C(C=C1)C1=NC(=CC=C1)C(F)(F)F 3-bromo-N-(4-(6-(trifluoromethyl)pyridin-2-yl)benzyl)-1H-1,2,4-triazol-5-amine